CC1(C(N(C=2C=CC3=C(C12)C=CC=C3)CC(=O)N)C)C 1,1,2-trimethyl-3-(2-amino-2-oxoethyl)-1H-benzo[e]indole